C(C)(=O)C1=C(C2=C(N=C(N=C2)NC2=CC=C(C=N2)N2CCN(CC2)CC2=CC(=C(C=C2)C2C(NC(CC2)=O)=O)F)N(C1=O)C1CCCC1)C 3-(4-((4-(6-((6-acetyl-8-cyclopentyl-5-methyl-7-oxo-7,8-dihydropyrido[2,3-d]pyrimidin-2-yl)amino)pyridin-3-yl)piperazin-1-yl)methyl)-2-fluorophenyl)piperidine-2,6-dione